ClC1=CC(=NC=N1)N1N=CC=2C(NCCC21)=O 1-(6-chloropyrimidin-4-yl)-1,5,6,7-tetrahydro-4H-pyrazolo[4,3-c]pyridin-4-one